2-((6-amino-1-(2-methoxyethyl)-2-oxo-1,2-dihydro-1,8-naphthyridin-3-yl)oxy)-N-methylacetamide NC=1C=C2C=C(C(N(C2=NC1)CCOC)=O)OCC(=O)NC